(S)-Ethyl 3-amino-3-(quinolin-3-yl)propanoate N[C@@H](CC(=O)OCC)C=1C=NC2=CC=CC=C2C1